COC=1C(=C2C=CN(C2=C(C1)C)C(=O)OC(C)(C)C)CN1[C@H](CN(CC1)CCC(F)(F)F)C1=CC(=C(C=C1)C(=O)OC)N1C(CCC1)=O tert-butyl 5-methoxy-4-(((2S)-2-(4-(methoxycarbonyl)-3-(2-oxopyrrolidin-1-yl)phenyl)-4-(3,3,3-trifluoropropyl)piperazin-1-yl)methyl)-7-methylindole-1-carboxylate